3-[4-[[5-(4-fluorophenyl)-3-(trifluoromethyl)pyrazol-1-yl]methyl]phenyl]-5-(trifluoromethyl)-1,2,4-oxadiazole FC1=CC=C(C=C1)C1=CC(=NN1CC1=CC=C(C=C1)C1=NOC(=N1)C(F)(F)F)C(F)(F)F